FC(CN[C@H](CO)C#C[Si](C(C)C)(C(C)C)C(C)C)F (2S)-2-[(2,2-difluoroethyl)amino]-4-(triisopropylsilyl)but-3-yn-1-ol